C(C)(=O)O[C@@H](C(F)(F)F)[C@H]1O[C@H]([C@@H](C1)OC(C)=O)N1C=2N=C(NC(C2N(C1=O)CC1CC1)=O)NC(C)=O (R)-1-((2S,4R,5R)-5-(2-Acetamido-7-(cyclopropylmethyl)-6,8-dioxo-1,6,7,8-tetrahydro-9H-purin-9-yl)-4-acetoxytetrahydrofuran-2-yl)-2,2,2-trifluoroethyl acetate